FC=1C=C2C(=NC=NC2=CC1)O[C@@H]1CC[C@H](CC1)N1C(N(CC1=O)C=1C=NC=C(C1)C(F)(F)F)=O 3-{trans-4-[(6-fluoro-4-quinazolinyl)oxy]cyclohexyl}-1-[5-(trifluoromethyl)-3-pyridinyl]-2,4-imidazolidinedione